oxo-2,6-methano-2H-quinolizin O=C1C2C=C3C=CC=C1N3C=C2